octadecyl-dimethyl-(3-methoxylsilyl-propyl)ammonium chloride [Cl-].C(CCCCCCCCCCCCCCCCC)[N+](CCC[SiH2]OC)(C)C